trans-4-(trans-4-hydroxymethylcyclohexyl)cyclohexylmethanol OC[C@@H]1CC[C@H](CC1)[C@@H]1CC[C@H](CC1)CO